NC=1C(=CC(=C(C(=O)OC)C1)C)NC(CNC(=O)OC(C)(C)C)=O methyl 5-amino-4-(2-((tert-butoxycarbonyl)amino)acetamido)-2-methylbenzoate